C1(CC1)C1=C(C(=NO1)C1=C(C=CC=C1Cl)Cl)CO[C@H]1[C@@H]2CN([C@H](C1)C2)C=2C=C1CCC(CC1=CC2)C(=O)[O-] 6-[(1S,4S,5R)-5-[[5-cyclopropyl-3-(2,6-dichlorophenyl)-1,2-oxazol-4-yl] methoxy]-2-azabicyclo[2.2.1]heptane-2-yl]-1,2,3,4-tetrahydronaphthalene-2-carboxylate